COC1=CC=C(C=CC2=NC(=NC(=N2)C(Cl)(Cl)Cl)C(Cl)(Cl)Cl)C=C1 2-(4-methoxystyryl)-4,6-bis(trichloromethyl)-1,3,5-Triazine